2-methoxy-4-(2-methoxy-5-(2-((S)-2-methylazetidin-1-yl)-6,7-dihydro-5H-cyclopenta[d]pyrimidin-4-yl)phenylsulfonimidoyl)benzonitrile COC1=C(C#N)C=CC(=C1)S(=O)(=N)C1=C(C=CC(=C1)C=1C2=C(N=C(N1)N1[C@H](CC1)C)CCC2)OC